N1-(2-fluorophenyl)-N2-((S)-1-(((S)-6-guanidino-2-oxo-1-(2,3,5,6-tetrafluorophenoxy)hexan-3-yl)amino)-4-methyl-1-oxopentan-2-yl)oxalamide FC1=C(C=CC=C1)NC(C(=O)N[C@H](C(=O)N[C@H](C(COC1=C(C(=CC(=C1F)F)F)F)=O)CCCNC(=N)N)CC(C)C)=O